C1=C[Te]C=C1 tellurol